(3s,4r)-3-fluoro-4-[[3-[3-methyl-2-oxo-1-(2-trimethylsilylethoxymethyl)benzimidazol-4-yl]cyclobutyl]methoxy]piperidine-1-carboxylic acid tert-butyl ester C(C)(C)(C)OC(=O)N1C[C@@H]([C@@H](CC1)OCC1CC(C1)C1=CC=CC=2N(C(N(C21)C)=O)COCC[Si](C)(C)C)F